N[C@@H](CCC(=O)O)C(=O)O.C=CC1=CC=CC=C1 styrene-glutamic acid